ClC1=CC(=C2CN(C(C2=C1)=O)CC)[C@H]1N(CCC1)C(=O)OC(C)(C)C tert-butyl (S)-2-(6-chloro-2-ethyl-1-oxoisoindolin-4-yl)pyrrolidine-1-carboxylate